BrC1=CN=C(C(=N1)CNC(=O)[C@H]1C[C@@H](CCC1)NC(OC(C)(C)C)=O)Cl tert-butyl N-[(1R,3R)-3-[(6-bromo-3-chloro-pyrazin-2-yl)methylcarbamoyl]-cyclohexyl]carbamate